3-(3-methyl-2-pyridyl)-N-(5-pyrrolidin-1-yl-2-pyridyl)-1,2,4-oxadiazol-5-amine CC=1C(=NC=CC1)C1=NOC(=N1)NC1=NC=C(C=C1)N1CCCC1